di(4-tert-butylphenyl)iodonium hexafluorophosphate F[P-](F)(F)(F)(F)F.C(C)(C)(C)C1=CC=C(C=C1)[I+]C1=CC=C(C=C1)C(C)(C)C